BrC1=C(C=C(C(=O)N(C)[C@@H]2COCC=3NC(C=4C=C(C(=CC4C32)F)F)=O)C=C1F)F (S)-4-bromo-N-(8,9-difluoro-6-oxo-1,4,5,6-tetrahydro-2H-pyrano[3,4-c]isoquinolin-1-yl)-3,5-difluoro-N-methylbenzamide